Cl.N1=CN=C(C2=C1NC=C2)NC2=CC(=C1C(NC3(N(C1=C2)C)CCCC3)=O)Cl 7'-((7H-pyrrolo[2,3-d]pyrimidin-4-yl)amino)-5'-chloro-1'-methyl-1'H-spiro[cyclopentane-1,2'-quinazoline]-4'(3'H)-one hydrochloride